FC(C(=O)O)(F)F.CC1=C(C=C2C(=CC=NC2=C1)OC1CC(C1)N)[N+](=O)[O-] (1s,3s)-3-((7-Methyl-6-nitroquinolin-4-yl)oxy)cyclobutane-1-amine trifluoroacetate